(4-((3-cyclopentyl-1H-1,2,4-triazol-1-yl)sulfonyl)phenyl)(4-(2-methoxyphenyl)-piperazin-1-yl)methanone C1(CCCC1)C1=NN(C=N1)S(=O)(=O)C1=CC=C(C=C1)C(=O)N1CCN(CC1)C1=C(C=CC=C1)OC